2-hydroxy-2-methylpropyl (trans-4-((tert-butoxycarbonyl)amino)cyclohexyl)(5-(2-methoxypyrimidin-5-yl)pyrazin-2-yl)carbamate C(C)(C)(C)OC(=O)N[C@@H]1CC[C@H](CC1)N(C(OCC(C)(C)O)=O)C1=NC=C(N=C1)C=1C=NC(=NC1)OC